isopropyl (Z)-3-(3-(3,5-bis(trifluoro-methyl)phenyl)-1H-1,2,4-triazol-1-yl)-2-(thiazol-2-yl)acrylate FC(C=1C=C(C=C(C1)C(F)(F)F)C1=NN(C=N1)\C=C(\C(=O)OC(C)C)/C=1SC=CN1)(F)F